2,6-dicyclopropyl-1,4-dihydropyridine-3-carboxylate C1(CC1)C=1NC(=CCC1C(=O)[O-])C1CC1